FC1(CCC(CC1)[C@H](NC(C1=CC=CC=C1)=O)C1=NC2=C(N1COCC[Si](C)(C)C)C=C(C=C2)[C@@H](C)NC(CCC(F)(F)F)=O)F N-((S)-(4,4-difluorocyclohexyl)(6-((R)-1-(4,4,4-trifluorobutanamido)ethyl)-1-((2-(trimethylsilyl)ethoxy)methyl)-1H-benzo[d]imidazol-2-yl)methyl)benzamide